FC1=C(C=CC(=C1F)OC)C1=CN=C2N1C=CN=C2NC2=CC(=C(C=C2)C(=O)N2CCN(CC2)C(=O)N2CCNCC2)C [4-[[3-(2,3-difluoro-4-methoxyphenyl)imidazo[1,2-a]pyrazin-8-yl]amino]-2-methylphenyl]-[4-(piperazine-1-carbonyl)piperazin-1-yl]methanone